ClC1=C(C(=C2C=NN(C2=C1)COCC[Si](C)(C)C)F)[C@@H]1[C@@H](C1)C 6-chloro-4-fluoro-5-((1S,2R)-2-methylcyclopropyl)-1-((2-(trimethylsilyl)ethoxy)methyl)-1H-indazole